6-chloro-4-(4-(3,4-difluorophenoxy)piperidin-1-yl)-1-methyl-2-oxo-1,2-dihydro-1,5-naphthyridine-3-carbonitrile ClC=1N=C2C(=C(C(N(C2=CC1)C)=O)C#N)N1CCC(CC1)OC1=CC(=C(C=C1)F)F